C(C)(C)(C)OC(N(S(=O)(=O)F)S(=O)(=O)F)=O di(fluorosulfonyl)carbamic acid tert-butyl ester